CC(CC(=O)N[C@H]1CN(C[C@H](C1)C)C1=C2C=CC=NC2=C(C=C1)C(=O)N)(C)C 5-[(3R,5S)-3-(3,3-dimethylbutyrylamino)-5-methylpiperidin-1-yl]Quinoline-8-carboxamide